ClC1=CC=C(CN2C(N(C(NC2=NC2=CC=C(C=C2)OC2=NC=CC=C2F)=O)C[C@@H]2[C@@H](C2)C(=O)O)=O)C=C1 |r| (±)-cis-2-((3-(4-chlorobenzyl)-4-((4-((3-fluoropyridin-2-yl)oxy)phenyl)imino)-2,6-dioxo-1,3,5-triazin-1-yl)methyl)cyclopropan-1-carboxylic acid